BrC=1C=C2C(=NC1)N(C(=C2C2=CC(=CC=C2)F)CC)S(=O)(=O)C2=CC=C(C)C=C2 5-bromo-2-ethyl-3-(3-fluorophenyl)-1-tosyl-1H-pyrrolo[2,3-b]pyridine